2-{[4-(3-cyanophenyl)-6-pentylquinolin-2-yl](methyl)amino}acetic acid C(#N)C=1C=C(C=CC1)C1=CC(=NC2=CC=C(C=C12)CCCCC)N(CC(=O)O)C